5-fluoro-4-((R)-2-(hydroxymethyl)pyrrolidine-1-carboxamido)-2-(((S)-1,1,1-trifluoropropan-2-yl)oxy)benzoic acid FC=1C(=CC(=C(C(=O)O)C1)O[C@H](C(F)(F)F)C)NC(=O)N1[C@H](CCC1)CO